3-(4-methylphenyl)-thieno[3',2':5,6]pyrido[4,3-d]pyrimidin-4(3H)-one CC1=CC=C(C=C1)N1C=NC2=C(C1=O)C=NC1=C2C=CS1